5-(2-Chloroethyl)-1H-imidazole ClCCC1=CN=CN1